NCCCN(CCCCCCCC(=O)O)CCCCCCCC(OC(CCCCCCC)CCCCCCC)=O 8-((3-aminopropyl)(8-oxo-8-(pentadec-8-yloxy)octyl)amino)octanoic acid